C1(CC1)S(=O)(=O)NC=1SC=C(N1)C(C(=O)NC1=CC=C(C=C1)C1=NC(=CN=C1)OCC)CC 2-(2-(cyclopropanesulfonylamino)thiazol-4-yl)-N-(4-(6-ethoxypyrazin-2-yl)phenyl)butanamide